1-(4-bromophenyl)-2-(4-(tert-butyl)phenyl)diazene BrC1=CC=C(C=C1)N=NC1=CC=C(C=C1)C(C)(C)C